COC=1C(=NC=CN1)C(=O)NC1=NC(=CC=C1)C=1N2C(=NN1)CC[C@@H]2C (S)-3-methoxy-N-(6-(5-methyl-6,7-dihydro-5H-pyrrolo[2,1-c][1,2,4]triazol-3-yl)pyridin-2-yl)pyrazine-2-carboxamide